COC1=CC=C(CN(S(=O)(=O)[C@H](C(=O)OC)C(C)C)CC2=CC=C(C=C2)OC)C=C1 (S)-METHYL 2-(N,N-BIS(4-METHOXYBENZYL)SULFAMOYL)-3-METHYLBUTANOATE